FC(F)SC=1C=CC(=C(C1)N1C(C(C2=CC(=CC=C12)C(=O)NC1(CS(C1)(=O)=O)C)(C)C)=O)F 1-[5-(difluoromethyl-sulfanyl)-2-fluoro-phenyl]-3,3-dimethyl-N-(3-methyl-1,1-dioxo-thietan-3-yl)-2-oxo-indoline-5-carboxamide